[OH-].OCC[N+](C)(CCO)CCO tris(2-hydroxyethyl)methylammonium hydroxide